2-methyl-5-propyl-cyclohex-2-en-1-one CC=1C(CC(CC1)CCC)=O